N[C@@H](CCOP(O)(=O)C)C(=O)O |r| DL-homoalanin-4-yl-(methyl)phosphonic acid